3-(5-bromo-6-(((tetrahydro-2H-pyran-2-yl)oxy)methyl)pyridin-2-yl)prop-2-yn-1-ol BrC=1C=CC(=NC1COC1OCCCC1)C#CCO